2-ethoxyethyl (2Z)-cyano{3-[(3-methoxypropyl)amino]cyclohex-2-en-1-ylidene}ethanoate C(#N)/C(/C(=O)OCCOCC)=C\1/C=C(CCC1)NCCCOC